3-{6-chloro-5-[(1E)-2-nitrovinyl]pyridin-2-yl}-3-azabicyclo[3.1.0]hexane ClC1=C(C=CC(=N1)N1CC2CC2C1)\C=C\[N+](=O)[O-]